C(C)(C)(C)NS(=O)(=O)C1=CC(=CC=C1)NC1=NC(=NC=C1C)NC1=CC=C(C=C1)N1CCN(CC1)C(CNC=1C=C2C(N(C(C2=CC1)=O)C1C(NC(CC1)=O)=O)=O)=O N-(tert-butyl)-3-((2-((4-(4-((2-(2,6-dioxopiperidin-3-yl)-1,3-dioxoisoindolin-5-yl)glycyl)piperazin-1-yl)phenyl)amino)-5-methylpyrimidin-4-yl)amino)benzenesulfonamide